2-Amino-9-((2R,3R,5S)-3-hydroxy-5-(hydroxymethyl)tetrahydrofuran-2-yl)-7-((1-methyl-1H-pyrazol-3-yl)methyl)-7,9-dihydro-8H-purin-8-on NC1=NC=C2N(C(N(C2=N1)[C@@H]1O[C@@H](C[C@H]1O)CO)=O)CC1=NN(C=C1)C